di-(tert-butyl)(3-trifluoromethoxyphenyl)phosphine C(C)(C)(C)P(C1=CC(=CC=C1)OC(F)(F)F)C(C)(C)C